NC(CN1CCC(CC1)[C@H]1[C@H](N(CC1)C(=O)OC(C)(C)C)C1=C(C(=CC=C1)OC([2H])([2H])[2H])C)=O tert-butyl (2S,3S)-3-[1-(2-amino-2-oxo-ethyl)-4-piperidyl]-2-[2-methyl-3-(trideuteriomethoxy)phenyl]pyrrolidine-1-carboxylate